COC1=CC=C(C=C1)C1=NN2C(CN([C@@H](C2)C)C(=O)OC(C)(C)C)=C1C1=CC=NC=C1 |r| tert-butyl (RS)-2-(4-methoxyphenyl)-6-methyl-3-(pyridin-4-yl)-6,7-dihydropyrazolo[1,5-a]pyrazine-5(4H)-carboxylate